O=C1NC(CCC1N1C(C2=CC=C(C=C2C1=O)SC)=O)=O 2-(2,6-dioxopiperidin-3-yl)-5-(methylthio)isoindoline-1,3-dione